4-penten-one CC(CC=C)=O